4-[4-cyano-2-({[(2'R,4S)-6-(5-cyclopropyl-1,3,4-oxadiazol-2-yl)-2,3-dihydrospiro[chromene-4,1'-cyclopropan]-2'-yl]carbonyl}amino)phenyl]butanoic acid C(#N)C1=CC(=C(C=C1)CCCC(=O)O)NC(=O)[C@H]1[C@]2(C1)CCOC1=CC=C(C=C12)C=1OC(=NN1)C1CC1